OC1(C(CCCC1)O)CCN1C(N(C2=CC=CC=C2C1=O)CC1=CC=C(C(=O)NO)C=C1)=O 4-((3-(2-(1,2-dihydroxycyclohexyl)ethyl)-2,4-dioxo-3,4-dihydroquinazolin-1(2H)-yl)methyl)-N-hydroxybenzoamide